(3S,6S,7R)-12-(benzyloxy)-6-hydroxy-6-(hydroxymethyl)-3-methyl-1,11-dioxo-N-(2,4,6-trifluorobenzyl)-1,4,5,6,7,11-hexahydro-3H-2,7-methanopyrido[1,2-a][1,4]diazonine-10-carboxamide C(C1=CC=CC=C1)OC=1C(C(=CN2C1C(N1[C@H](CC[C@]([C@H]2C1)(CO)O)C)=O)C(=O)NCC1=C(C=C(C=C1F)F)F)=O